C(C)OC(=O)C=1C(C=C2N(C(CN3N=C4C(=CC=CC4=C32)O)C(COC)(C)C)C1)=O 10-hydroxy-6-(1-methoxy-2-methylpropan-2-yl)-2-oxo-6,7-dihydro-2H-pyrido[2',1':3,4]pyrazino[1,2-b]indazole-3-carboxylic acid ethyl ester